CN1CCC(CC1)C(=O)C1=CC=CC(=N1)NC(=O)C=1SC=CC1 Thiophene-2-carboxylic acid [6-(1-methyl-piperidine-4-carbonyl)-pyridin-2-yl]-amide